C(CCCCC(C)C)OCCCCCC(C)C mono-isooctyl ether